tert-butyl 2-bromo-2-(1-(2-methoxyethyl)-3-methyl-1H-indazol-7-yl)acetate BrC(C(=O)OC(C)(C)C)C=1C=CC=C2C(=NN(C12)CCOC)C